ClC1(CC(C1)N1C(C2=CC=CC=C2C1=O)=O)C(=O)O 1-chloro-3-(1,3-dioxo-2,3-dihydro-1H-isoindol-2-yl)cyclobutane-1-carboxylic acid